(4-methyl-1-(3-(2-methylpyridin-3-yl)-1H-pyrazolo[3,4-b]pyrazin-6-yl)-piperidin-4-yl)methanamine CC1(CCN(CC1)C1=CN=C2C(=N1)NN=C2C=2C(=NC=CC2)C)CN